6-fluoro-N-methyl-5-[4-[[3-oxo-2-(2,2,2-trifluoroethyl)-4H-quinoxalin-6-yl]methyl]piperazin-1-yl]pyridine-2-carboxamide FC1=C(C=CC(=N1)C(=O)NC)N1CCN(CC1)CC=1C=C2NC(C(=NC2=CC1)CC(F)(F)F)=O